BrC1=C2C(=CN=C1)OCCC2 5-Bromo-3,4-dihydro-2H-pyrano[2,3-c]pyridine